1-(3-Acetylphenyl)-3-(3-(3-methoxypropyl)-2,4-dioxo-1-(2-(piperidin-1-yl)ethyl)-1,2,3,4-tetrahydroquinazolin-6-yl)urea C(C)(=O)C=1C=C(C=CC1)NC(=O)NC=1C=C2C(N(C(N(C2=CC1)CCN1CCCCC1)=O)CCCOC)=O